rac-(4R,5R)-N-(2-cyanopropan-2-yl)-7-ethyl-4-(4-fluorophenyl)-6-oxo-1-phenyl-5-(3-(trifluoromethyl)benzamido)-4,5,6,7-tetrahydro-1H-pyrazolo[3,4-b]pyridine-3-carboxamide C(#N)C(C)(C)NC(=O)C1=NN(C=2N(C([C@@H]([C@@H](C21)C2=CC=C(C=C2)F)NC(C2=CC(=CC=C2)C(F)(F)F)=O)=O)CC)C2=CC=CC=C2 |r|